3-(4-(2,5-Diazabicyclo[2.2.2]octan-2-yl)-8-fluoro-2-(((2S,7aR)-2-fluorotetrahydro-1H-pyrrolizin-7a(5H)-yl)methoxy)pyrido[4,3-d]pyrimidin-7-yl)-5-chloro-4-cyclobutylphenol C12N(CC(NC1)CC2)C=2C1=C(N=C(N2)OC[C@@]23CCCN3C[C@H](C2)F)C(=C(N=C1)C=1C=C(C=C(C1C1CCC1)Cl)O)F